OC12CC3(CC(CC(C1)C3)(C2)O)C(=O)Cl 1,5-dihydroxy-3-adamantanecarbonyl chloride